(R)-N-((2-(6-(2-ethyl-5-fluoro-4-hydroxyphenyl)-1H-indazol-3-yl)-1H-imidazol-4-yl)methyl)-3-hydroxy-N-methylpyrrolidine-1-carboxamide C(C)C1=C(C=C(C(=C1)O)F)C1=CC=C2C(=NNC2=C1)C=1NC=C(N1)CN(C(=O)N1C[C@@H](CC1)O)C